COC=1C=C(C=CC1OC)NC1N(C(=NC(=N1)N)N1CCOCC1)C1=CC(=CC(=C1)C)C N-(3,4-Dimethoxyphenyl)-N1-(3,5-dimethylphenyl)-6-morpholin-4-yl-[1,3,5]triazine-2,4-diamine